COC1=CC=C(C=C1)C1=NC(=NC(=N1)Cl)Cl (4-methoxyphenyl)-2,4-dichlorio-1,3,5-triazine